(6,6-dideutero-1,4-oxaazepan-4-yl)methanone [2H]C1(CN(CCOC1)C=O)[2H]